CC1=CC=CC=2N1N(CC2)[C@H]2COC1=CC(=CC=C1C2)N2CCNCC2 (R)-7-methyl-N-(7-(piperazin-1-yl)chroman-3-yl)-pyrazolo[1,5-a]pyridine